N'-[(1r,4r)-4-{2-[4-(2,3-dichlorophenyl)piperazin-1-yl]ethyl}cyclohexyl]-N-[(1H-imidazol-1-yl)methyl]-N-methylurea ClC1=C(C=CC=C1Cl)N1CCN(CC1)CCC1CCC(CC1)NC(N(C)CN1C=NC=C1)=O